3-nitro-4-(trifluoromethoxy)benzoic acid [N+](=O)([O-])C=1C=C(C(=O)O)C=CC1OC(F)(F)F